((S)-8-(((3,4-dichlorobenzyl)oxy)methyl)-2-((s)-2,2-dimethylcyclopropanecarbonyl)-2,6-diazaspiro[3.4]octan-6-yl)(thiazol-5-yl)methanone ClC=1C=C(COC[C@@H]2CN(CC23CN(C3)C(=O)[C@@H]3C(C3)(C)C)C(=O)C3=CN=CS3)C=CC1Cl